O1COC2=C1C=CC(=C2)C(CC2=CC1=C(S2)C=C(C=C1)OC)=C 2-(benzo[d][1,3]dioxol-5-yl)-1-(6-methoxybenzo[b]thiophen-2-yl)prop-2-en